O[C@@H]1[C@]2(C)[C@@H](CC1)[C@@H]1CCC3=CC(CC[C@]3(C)[C@H]1CC2)=O 17β-hydroxy-androstane-4-ene-3-one